6-(4-Bromo-2,6-dichlorophenoxy)-4,4-dimethyl-1-(trifluoromethyl)-2,3,4,9-tetrahydro-1H-pyrido[3,4-b]indole BrC1=CC(=C(OC=2C=C3C4=C(NC3=CC2)C(NCC4(C)C)C(F)(F)F)C(=C1)Cl)Cl